NC=1C=C(C=CC1[N+](=O)[O-])SC1=CC=C(C=C1)N1CCN(CC1)CCO 2-(4-(4-((3-amino-4-nitrophenyl)thio)phenyl)piperazin-1-yl)ethan-1-ol